[Cl-].[Cl-].C[SiH](C)[Zr+2](C1C=CC2=C(C=CC(=C12)C)C)C1C=CC2=C(C=CC(=C12)C)C dimethylsilylbis(4,7-dimethylindenyl)zirconium dichloride